1-Tert-butyl 3-(1-(2,6-dioxopiperidin-3-yl)-3-methyl-2-oxo-2,3-dihydro-1H-benzo[d]imidazol-4-yl)azetidine-1-carboxylate O=C1NC(CCC1N1C(N(C2=C1C=CC=C2C2CN(C2)C(=O)OC(C)(C)C)C)=O)=O